3-methanesulfonyl-N-[3-[(1S)-1-[(4-methyl-4H-1,2,4-triazol-3-yl)sulfanyl]ethyl]phenyl]azetidin-1-carboxamide CS(=O)(=O)C1CN(C1)C(=O)NC1=CC(=CC=C1)[C@H](C)SC1=NN=CN1C